O1C=CC=C1.[Te] tellurium oxole